(4R)-N-[cyclohexyl(phenyl)methyl]-4-(4,4-diethyl-2-imino-6-oxo-hexahydropyrimidin-1-yl)chromane-6-carboxamide C1(CCCCC1)C(NC(=O)C=1C=C2[C@@H](CCOC2=CC1)N1C(NC(CC1=O)(CC)CC)=N)C1=CC=CC=C1